2-methyl-4,6-dibromoindole CC=1NC2=CC(=CC(=C2C1)Br)Br